8-(4-((S)-3-(cyanomethyl)-4-((Z)-2-fluoro-3-(pyridin-2-yl)acryloyl)piperazin-1-yl)-8-fluoro-2-(((S)-1-methylpyrrolidin-2-yl)methoxy)quinazolin-7-yl)-1-naphthonitrile C(#N)C[C@H]1CN(CCN1C(/C(=C/C1=NC=CC=C1)/F)=O)C1=NC(=NC2=C(C(=CC=C12)C=1C=CC=C2C=CC=C(C12)C#N)F)OC[C@H]1N(CCC1)C